Methyl 2-((1-(3-((1s,3s)-3-hydroxycyclobutyl)-2-(isoindolin-2-yl)-6-methyl-4-oxo-3,4-dihydroquinazolin-8-yl)ethyl)amino)benzoate OC1CC(C1)N1C(=NC2=C(C=C(C=C2C1=O)C)C(C)NC1=C(C(=O)OC)C=CC=C1)N1CC2=CC=CC=C2C1